O=S1(C(CCC1)CC=1C(=NC=C(C#N)C1)C=O)=O 5-((1,1-dioxidotetrahydrothiophen-2-yl)methyl)-6-formylnicotinonitrile